dimethanol copper [Cu].CO.CO